C(=O)([2H])[2H] [2H2]-formaldehyde